C(#N)CC(=O)N1[C@@H](CCC1)COC1=NC=CC2=CC(=C(C=C12)OC(C)C)C(=O)N 1-{[(2S)-1-(cyanoacetyl)pyrrolidin-2-yl]methoxy}-7-(propan-2-yloxy)isoquinoline-6-carboxamide